butoxyethoxyethyl-benzyl adipate C(CCCCC(=O)[O-])(=O)OC(C1=CC=CC=C1)CCOCCOCCCC